6-(2,5-dimethyl-6-(pyrrolidin-1-yl)pyrimidin-4-yl)-3-(6-fluoropyridin-3-yl)-5,6,7,8-tetrahydro-1,6-naphthyridine CC1=NC(=C(C(=N1)N1CC=2C=C(C=NC2CC1)C=1C=NC(=CC1)F)C)N1CCCC1